CC1CN(CCN1CCCCC1=CC=CC=C1)C(=O)C1=CC=CC2=CC=CC=C12 (3-methyl-4-(4-phenylbutyl)piperazin-1-yl)(naphthalen-1-yl)methanone